CSC1=NN=C(S1)N1SC2=C(C1=O)C=CC=C2 2-(5-(methylsulfanyl)-1,3,4-thiadiazol-2-yl)benzo[d]isothiazol-3(2H)-one